CC(CCN1C[C@@H]2[C@H](C1)CC(C2)NC=2N=NC(=CC2)S(=O)(=O)C2=CC=CC=C2)(C)C (3aR,5s,6aS)-2-(3,3-dimethylbutyl)-N-(6-(phenylsulfonyl)pyridazin-3-yl)octahydrocyclopenta[c]pyrrol-5-amine